OC12OC3=C(C1(C(C1=CC=CC=C12)=O)NC1=NC=CC=C1)C=CC(=C3)C(C)C 4b-hydroxy-7-isopropyl-9b-(pyridin-2-yl-amino)-4b,9b-dihydro-10H-indeno[1,2-b]benzofuran-10-one